Ethyl 2-(2-fluorophenyl)-6-morpholin-4-yl-5,6,7,8-tetrahydropyrazolo[5,1-b][1,3]oxazepine-3-carboxylate FC1=C(C=CC=C1)C1=NN2C(OCC(CC2)N2CCOCC2)=C1C(=O)OCC